N1=C(N=CC=C1)N1N=C(N=C1)C(=O)N 1-pyrimidin-2-yl-1,2,4-triazole-3-carboxamide